FC=1C=C(C=CC1C(=O)OC)C1CCN(CC1)C(=O)OC(C)(C)C tert-butyl 4-(3-fluoro-4-methoxycarbonyl-phenyl)piperidine-1-carboxylate